COC=1C=C(C=CC1)NC1=NC(=NC(=C1)C1=CC=CC=C1)C1CCNCC1 N-(3-methoxyphenyl)-6-phenyl-2-(4-piperidinyl)pyrimidin-4-amine